tert-Butyl (S)-4-(1-(3-cyanophenyl)-3-cyclopropyl-1H-pyrazolo[3,4-d]pyrimidin-4-yl)-3-methylpiperazine-1-carboxylate C(#N)C=1C=C(C=CC1)N1N=C(C=2C1=NC=NC2N2[C@H](CN(CC2)C(=O)OC(C)(C)C)C)C2CC2